ClC1=C(C=CC=C1)S(=O)(=O)NCCCNC(=O)[C@H]1N(C[C@@H](C1)O)C([C@H](C(C)(C)C)N1N=NC(=C1)C1CC1)=O (2S,4R)-N-[3-[(2-chlorophenyl)sulfonylamino]propyl]-1-[(2S)-2-(4-cyclopropyltriazol-1-yl)-3,3-dimethyl-butanoyl]-4-hydroxy-pyrrolidine-2-carboxamide